2-oxo-1-((2-(Trimethylsilyl)ethoxy)methyl)-1,2-dihydropyridine-4-carboxylic acid O=C1N(C=CC(=C1)C(=O)O)COCC[Si](C)(C)C